C12C(C3CC(CC(C1)C3)C2)NC(CCN2C(C=CC=C2)=O)=O 1-(3-(2-adamantylamino)-3-oxopropyl)-2-oxo-1,2-dihydropyridin